tert-butyl 3-((5-allyl-1,2,4-oxadiazol-3-yl)methyl)piperidine-1-carboxylate C(C=C)C1=NC(=NO1)CC1CN(CCC1)C(=O)OC(C)(C)C